N-(2-(4-(4-cyclopropylpiperazin-1-yl)piperidin-1-yl)-4-methoxy-5-((6-(3-(3-(pyridin-2-ylmethoxy)phenyl)isoxazolidin-2-yl)pyrimidin-4-yl)amino)phenyl)-acrylamide C1(CC1)N1CCN(CC1)C1CCN(CC1)C1=C(C=C(C(=C1)OC)NC1=NC=NC(=C1)N1OCCC1C1=CC(=CC=C1)OCC1=NC=CC=C1)NC(C=C)=O